C(C1=CC=CC=C1)OC1=C(C(=O)NC2=CC=C(C=C2)F)C=C(C(=C1)OCC1=CC=CC=C1)C(C)C 2,4-bis(benzyloxy)-N-(4-fluorophenyl)-5-isopropylbenzamide